2,3,6,7-tetrachloronaphthalene ClC1=CC2=CC(=C(C=C2C=C1Cl)Cl)Cl